C(C1=CC=CC=C1)OC(N(CCC(=O)C1=CC2=C(OCO2)C=C1[N+](=O)[O-])C(C)C)=O.FC1(CCN(CC1)C(=O)C=1N=C(SC1)C(=O)NN)F 4-(4,4-difluoropiperidine-1-carbonyl)thiazole-2-carbohydrazide benzyl-isopropyl(3-(6-nitrobenzo[d][1,3]dioxol-5-yl)-3-oxopropyl)carbamate